dipropylene glycol tridecanoate C(CCCCCCCCCCCC)(=O)O.CC(COC(C)CO)O